I.C(C)N(CC)CC triethylamine Hydroiodide